CNC(=O)[C@H]1NCCN(C1)C1=CC=C(C=C1)NC1=NC=CC(=N1)NC1=NC(=NC=C1)C1=NC(=CC=C1)C (2S)-N-methyl-4-[4-[[4-[[2-(6-methyl-2-pyridyl)pyrimidin-4-yl]amino]pyrimidin-2-yl]amino]phenyl]piperazine-2-carboxamide